FC1=C(C(=O)N[C@H](C(=O)O)CC2=CC=C(C=C2)C=2C(N(C(=CC2C(F)(F)F)C)C)=O)C(=CC(=C1)N[C@@H](C(F)(F)F)CC)F (S)-2-(2,6-difluoro-4-(((R)-1,1,1-trifluorobutan-2-yl)amino)benzamido)-3-(4-(1,6-dimethyl-2-oxo-4-(trifluoromethyl)-1,2-dihydropyridin-3-yl)phenyl)propanoic acid